C(=O)[O-].[NH2+]1CCOCC1 morpholin-4-ium formate